C1NCC12CCC(CC2)CN2CCN(CC2)C=2C=C1CN(C(C1=CC2)=O)[C@@H]2C(NC(CC2)=O)=O (3S)-3-[5-[4-(2-azaspiro[3.5]nonan-7-ylmethyl)piperazin-1-yl]-1-oxo-isoindolin-2-yl]piperidine-2,6-dione